1,2,3-trichloro-5-nitrobenzol ClC1=C(C(=CC(=C1)[N+](=O)[O-])Cl)Cl